4-[4-cyano-2-({[(2'R,4S)-6-(1H-pyrazol-1-yl)-2,3-dihydrospiro[chromen-4,1'-cyclopropane]-2'-yl]carbonyl}amino)phenyl]butanoic acid C(#N)C1=CC(=C(C=C1)CCCC(=O)O)NC(=O)[C@H]1[C@]2(C1)CCOC1=CC=C(C=C12)N1N=CC=C1